2-(5-(4'-cyano-[1,1'-biphenyl]-3-yl)-2-(cyclopropylmethyl)-1-(3-fluoro-4-sulfamoylbenzyl)-1H-pyrrol-3-yl)-5-(methyl-d3)thiazole-4-carboxylic acid C(#N)C1=CC=C(C=C1)C1=CC(=CC=C1)C1=CC(=C(N1CC1=CC(=C(C=C1)S(N)(=O)=O)F)CC1CC1)C=1SC(=C(N1)C(=O)O)C([2H])([2H])[2H]